(1-(6-chloro-2-(1,1-difluoroethyl)pyrimidin-4-yl)-3-(3-(dimethylamino)-3-methylpyrrolidin-1-yl)-1H-pyrazolo[4,3-c]pyridin-6-yl)acetamide ClC1=CC(=NC(=N1)C(C)(F)F)N1N=C(C=2C=NC(=CC21)CC(=O)N)N2CC(CC2)(C)N(C)C